8-{4-[3-(4-Fluoro-phenyl)-prop-2-ynyloxy]-phenyl}-1-propyl-2-(3-trifluoromethyl-phenyl)-1,7-dihydro-purin-6-one FC1=CC=C(C=C1)C#CCOC1=CC=C(C=C1)C1=NC=2N=C(N(C(C2N1)=O)CCC)C1=CC(=CC=C1)C(F)(F)F